N1=C(C=CC=C1)C#CC1=CN=CC=2[C@H]3N(C[C@@H](OC21)C3)C(=O)C32CCC(CC3)(C2)C(F)(F)F ((2S,5S)-9-(pyridin-2-ylethynyl)-2,3-dihydro-2,5-methanopyrido[3,4-f][1,4]oxazepin-4(5H)-yl)(4-(trifluoromethyl)bicyclo[2.2.1]heptan-1-yl)methanone